3-(8-(4-acetylphenyl)-2-(4-((2-hydroxyethyl)amino)phenyl)imidazo[1,2-a]pyridin-6-yl)benzonitrile C(C)(=O)C1=CC=C(C=C1)C=1C=2N(C=C(C1)C=1C=C(C#N)C=CC1)C=C(N2)C2=CC=C(C=C2)NCCO